ClC=1C=C(C=2N(N1)C=CN2)[C@@H]2[C@H](C2)C2=C(C=C(C=C2)C(F)(F)F)F 6-chloro-8-[(1S,2S)-2-[2-fluoro-4-(trifluoromethyl)phenyl]cyclopropyl]imidazo[1,2-b]pyridazine